C[C@@H]1N(C[C@H](NC1)C)C=1C=2N=C(N(C2N(C(N1)=O)C)C)CC#N 2-(6-((2S,5R)-2,5-dimethylpiperazin-1-yl)-3,9-dimethyl-2-oxo-3,9-dihydro-2H-purin-8-yl)acetonitrile